C(C)(=O)C=1SC(=C(N1)C)CCN1C(N(C=2N=CN(C2C1=O)C)C)=O 1-(2-(2-acetyl-4-methylthiazol-5-yl)ethyl)-3,7-dimethyl-1H-purine-2,6(3H,7H)-dione